(3E,4R)-3-[2-(dimethylamino)ethylidene]-4-methyl-1-[4-({3-methyl-4-[(1-methyl-1,2,3-benzotriazol-5-yl)oxy]phenyl}amino)pyrido[3,2-d]pyrimidin-6-yl]pyrrolidin-2-one CN(C\C=C/1\C(N(C[C@@H]1C)C=1C=CC=2N=CN=C(C2N1)NC1=CC(=C(C=C1)OC1=CC2=C(N(N=N2)C)C=C1)C)=O)C